C(C)(C)(C)OC(=O)N1CC(=CC1)C1=CC(=C2C=NN(C2=C1)C)C1=C(C=C(C=C1)F)C(N(C(C)C)CC(F)F)=O 3-(4-{2-[(2,2-difluoroethyl)(isopropyl)carbamoyl]-4-fluorophenyl}-1-methyl-1H-indazol-6-yl)-2,5-dihydro-1H-pyrrole-1-carboxylic acid tert-butyl ester